C(C)OC(C(C1=CC=C(C=C1)OC)=[N+]=[N-])=O 2-diazo-2-(4-methoxyphenyl)acetic acid ethyl ester